ClC1=NC=C2NC(N(C2=N1)C1C(CCCC1)(C#N)C)=O (2-chloro-8-oxo-8,9-dihydro-7h-purin-9-yl)-1-methylcyclohexane-1-carbonitrile